Cl.FC=1C(=NC(=NC1)NC1=CC=C(C=N1)C1=NC=C(C=C1)C(=O)NO)C=1C=C(C2=C(N(C(=N2)C)C(C)C)C1)F 6'-((5-fluoro-4-(4-fluoro-1-isopropyl-2-methyl-1H-benzo[d]imidazol-6-yl)pyrimidin-2-yl)amino)-N-hydroxy-[2,3'-bipyridine]-5-carboxamide hydrochloride salt